C(C#C)N1C(NC(C1=O)(C)C)=O 3-propargyl-5,5-dimethylhydantoin